CN(C(=O)C=1NN=C2C1CN(CC2)C(=O)C=2NC1=CC(=C(C=C1C2)F)Cl)C2(CC2)C2=CC=C(C(=O)O)C=C2 4-{1-[N-methyl-5-(6-chloro-5-fluoro-1H-indole-2-carbonyl)-2H,4H,5H,6H,7H-pyrazolo[4,3-c]pyridine-3-amido]cyclopropyl}benzoic acid